ClC=1C=C2C(=NC1)NC=C2C=2N=CC1=C(N2)N(C=C1F)C1CC2CCC1CC2 3-(2-(5-Chloro-1H-pyrrolo[2,3-b]pyridin-3-yl)-5-fluoro-7H-pyrrolo[2,3-d]-pyrimidin-7-yl)bicyclo[2.2.2]octan